(3S)-3-[[(2S)-2-methyl-1-piperidinyl]methyl]-1,2,3,4-tetrahydroisoquinoline C[C@@H]1N(CCCC1)C[C@H]1NCC2=CC=CC=C2C1